CC(C)(O)C (dimethyl)ethanol